N,N,N',N'-tetra(3-dimethylaminopropyl)-methanediamine CN(CCCN(CN(CCCN(C)C)CCCN(C)C)CCCN(C)C)C